C(C)(C)N1NN=CC=N1 3-isopropyltetrazine